3-(5-(4-Hydroxypiperidin-4-yl)-1-oxoisoindolin-2-yl)piperidine OC1(CCNCC1)C=1C=C2CN(C(C2=CC1)=O)C1CNCCC1